4-(6-carbamoyl-7-methoxyquinoline-4-oxy)-2-chlorobenzoate C(N)(=O)C=1C=C2C(=CC=NC2=CC1OC)OC1=CC(=C(C(=O)[O-])C=C1)Cl